OC1CN(CC1)S(=O)(=O)N1CC(C(CC1=O)C(F)(F)F)C1=NNC=C1C#N 3-{1-[(3-hydroxypyrrolidin-1-yl)sulfonyl]-6-oxo-4-(trifluoromethyl)piperidin-3-yl}-1H-pyrazol-4-carbonitril